OCCC1=C(N=C(NC1=O)SCC(=O)N)C 2-[5-(2-hydroxy-ethyl)-4-methyl-6-oxo-1,6-dihydropyrimidin-2-ylsulfanyl]Acetamide